COC(CC1=C(C=CC(=C1)Cl)Br)=O (2-bromo-5-chlorophenyl)acetic acid methyl ester